CN1[C@@H](CN(CC1)CC1=C(C=C(C=C1)[N+](=O)[O-])C)C (R)-1,2-dimethyl-4-(2-methyl-4-nitrobenzyl)piperazine